N-Methyl-5-[6-(1H-pyrazol-4-yl)pyridazin-3-yl]-N-(2,2,6,6-tetramethylpiperidin-4-yl)[1,3]thiazolo[5,4-d][1,3]thiazol-2-amin CN(C=1SC=2N=C(SC2N1)C=1N=NC(=CC1)C=1C=NNC1)C1CC(NC(C1)(C)C)(C)C